5-{(1RS)-2-[benzyl-((1RS)-(4-hydroxyphenyl)-1-methylethyl)amino]-1-hydroxyethyl}benzene-1,3-diol C(C1=CC=CC=C1)N(C[C@H](O)C=1C=C(C=C(C1)O)O)C(C)(C)C1=CC=C(C=C1)O |r|